(S)-N-((S)-1-cyclohexyl-2-(2-(4,5-dihydro-1H-naphtho[1,2-d]imidazol-2-yl)pyrrolidin-1-yl)-2-oxoethyl)-2-(methylamino)propionamide C1(CCCCC1)[C@@H](C(=O)N1C(CCC1)C1=NC2=C(N1)C1=CC=CC=C1CC2)NC([C@H](C)NC)=O